FC1=C(N)C=CC(=C1F)I 2,3-difluoro-4-iodoaniline